C(C)N1[N+](=C(C2=CC=CC(=C12)C)C(C1=C(C=CC=C1)C(=O)OC(C(F)(F)F)C(F)(F)F)=O)[O-] 1-Ethyl-3-(2-(((1,1,1,3,3,3-hexafluoropropan-2-yl)oxy)carbonyl)benzoyl)-7-methyl-1H-indazole 2-oxide